3-(4-Piperidinyl)-1H-imidazo[4,5-c]pyridin-2-one N1CCC(CC1)N1C(NC2=C1C=NC=C2)=O